tert-butyl ((5-chloro-2-((1-methylcyclopropane-1-carboxamido)methyl)-1-tosyl-1H-indol-6-yl)methyl)carbamate ClC=1C=C2C=C(N(C2=CC1CNC(OC(C)(C)C)=O)S(=O)(=O)C1=CC=C(C)C=C1)CNC(=O)C1(CC1)C